CS(=O)(=O)C=1C=C(CNC2=NC(=NC=C2C(F)(F)F)NC2=CC=C(C=C2)C2CCN(CC2)CC2=CC=C(C=N2)N2C(NC(CC2)=O)=O)C=CC1 1-(6-((4-(4-((4-((3-(methylsulfonyl)benzyl)amino)-5-(trifluoromethyl)pyrimidin-2-yl)amino)phenyl)piperidin-1-yl)methyl)pyridin-3-yl)dihydropyrimidine-2,4(1H,3H)-dione